NC(C(=O)O)CC1=C(SC(=C1)Cl)Cl 2-amino-3-(2,5-dichlorothiophen-3-yl)propanoic acid